C(C1=CC=CC=C1)OCC(C(=O)NNC)(CCCC(CS(=O)(=O)CCO)(C)C)C=1C=C(CC2(CC2)C(=O)OC)C=CC1 methyl 1-(3-(2-((benzyloxy)methyl)-7-((2-hydroxyethyl)sulfonyl)-6,6-dimethyl-1-(2-methylhydrazineyl)-1-oxoheptan-2-yl)benzyl)cyclopropane-1-carboxylate